Methyl 3-(2,3,4,6-tetra-O-acetyl-α-D-glucopyranosyl)propyl ketone C(C)(=O)O[C@H]1[C@H](O[C@@H]([C@H]([C@@H]1OC(C)=O)OC(C)=O)COC(C)=O)CCCC(=O)C